tert-butyl 3-(((((9H-fluoren-9-yl)methoxy)carbonyl)((2S,3R,4R,5R)-2,3,4,5,6-pentahydroxyhexyl) amino)methyl)azetidine-1-carboxylate C1=CC=CC=2C3=CC=CC=C3C(C12)COC(=O)N(C[C@@H]([C@H]([C@@H]([C@@H](CO)O)O)O)O)CC1CN(C1)C(=O)OC(C)(C)C